FC(S(=O)(=O)[O-])(F)F.OC1=CC=C(C=C1)[S+](C1=CC=C(C=C1)O)C1=CC=C(C=C1)O tris(4-hydroxyphenyl)sulfonium trifluoromethanesulfonic acid salt